COC(=O)C1(CCC(CC1)OC)NC(CC1=C(C=C(C=C1OC)\C=C\C)Cl)=O Methyl-1-(2-{2-chloro-6-methoxy-4-[(1E)-prop-1-en-1-yl]phenyl} acetamido)-4-methoxycyclohexancarboxylat